[2-(3,5-bis-trifluoromethyl-phenylamino)-5-methyl-pyrimidin-4-ylamino]-3H-benzooxazol-2-one FC(C=1C=C(C=C(C1)C(F)(F)F)NC1=NC=C(C(=N1)NN1C(OC2=C1C=CC=C2)=O)C)(F)F